dispiro[bicyclo[2.2.1]heptane-2,3'-[1,2,4]trioxolane-5',1''-cyclohexane]-6-carboxylic acid methyl ester COC(=O)C1CC2CC3(OOC4(CCCCC4)O3)C1C2